NC[C@H]1NC([C@@H](NC([C@@H](NC([C@@H](N(C([C@@H](N(C[C@@H](NC1=O)C)CCCC)CCCC)=O)C)CCC)=O)C1CCCCC1)=O)CNC(OC(C)(C)C)=O)=O tert-butyl (((2S,5R,8S,11S,14S,17S)-5-(aminomethyl)-10,11-dibutyl-17-cyclohexyl-8,13-dimethyl-3,6,12,15,18-pentaoxo-14-propyl-1,4,7,10,13,16-hexaazacyclooctadecan-2-yl)methyl)carbamate